9-fluoro-1,4,4-trimethyl-8-(3-methyl-1H-indol-7-yl)-4,5-dihydropyrido[3,4-e][1,2,4]triazolo[4,3-a]pyrazine FC1=C(N=CC=2NC(C=3N(C21)C(=NN3)C)(C)C)C=3C=CC=C2C(=CNC32)C